ClP(C1=C(C=CC=C1)OC)C1=C(C=CC=C1)OC chlorodi(2-methoxyphenyl)phosphine